2-[8-(prop-2-enamido)naphthalen-2-yl]-N-[(1s,4s)-4-[ethyl(methyl)amino]cyclohexyl]pyrimidine-4-carboxamide C(C=C)(=O)NC=1C=CC=C2C=CC(=CC12)C1=NC=CC(=N1)C(=O)NC1CCC(CC1)N(C)CC